(R)-1-(3-(5-(3-hydroxy-1-methyl-2-oxopyrrolidin-3-yl)isoxazol-3-yl)phenyl)-4,5,6,7-tetrahydro-1H-indazole-3-carboxylic acid O[C@@]1(C(N(CC1)C)=O)C1=CC(=NO1)C=1C=C(C=CC1)N1N=C(C=2CCCCC12)C(=O)O